4-((5-Oxo-5,6,7,8-tetrahydroquinolin-2-yl)oxy)butanoic acid O=C1C=2C=CC(=NC2CCC1)OCCCC(=O)O